N[C@@]1(CN(CC1)C1=C(C=NC(=C1C1=CC(=CC(=C1)F)Cl)OC)C(=O)N[C@@H](C)C1CC1)C 4-[(3S)-3-amino-3-methylpyrrolidin-1-yl]-5-(3-chloro-5-fluorophenyl)-N-[(1S)-1-cyclopropylethyl]-6-methoxypyridine-3-carboxamide